ClC1=CC=C(C(=N1)C(F)(F)F)CO (6-Chloro-2-(trifluoromethyl)pyridine-3-yl)methanol